OC1(CNC2=C3N=CN(C3=NC=N2)[C@H]2[C@@H](O)[C@H](O)[C@H](O2)CO)CC(=CO1)O 6-(2,4-Dihydroxyfurfurylamino)-9-β-D-arabinofuranosylpurin